COC=1C(=C2C=CNC2=CC1)C 5-methoxy-4-methyl-1H-indole